(2-acryloylamino-ethyl)-carbamic acid tert-butyl ester C(C)(C)(C)OC(NCCNC(C=C)=O)=O